CC1(OCC(CO1)C1N[C@@H](CC=2C3=CC=CC=C3NC12)C(=O)O)C (3S)-1-(2,2-dimethyl-1,3-dioxane-5-yl)-1,2,3,4-tetrahydro-beta-carboline-3-carboxylic acid